BrC=1C=C2N(N1)C=CN2 6-bromo-1H-imidazo[1,2-b]pyrazole